C1(C=CC(C2=CC=CC=C12)=O)=O naphthalene-1,4-dione